3-isopropyl-4-(1-methyl-1H-pyrazole-4-carbonyl)-1,3,4,5-tetrahydro-2H-benzo[1,4]diazepin-2-one C(C)(C)C1C(NC2=C(CN1C(=O)C=1C=NN(C1)C)C=CC=C2)=O